ethyl (R,Z)-3-((3-butyl-5-(4-methoxybenzyl)-2-methyl-7-(methylthio)-1,1-dioxido-2,3,4,5-tetrahydrobenzo[f][1,2,5]thiadiazepin-8-yl)oxy)-2-fluoroacrylate C(CCC)[C@H]1N(S(C2=C(N(C1)CC1=CC=C(C=C1)OC)C=C(C(=C2)O\C=C(\C(=O)OCC)/F)SC)(=O)=O)C